9-[(3S)-1,1-dimethylsilolan-3-yl]-7-methyl-2-({7-methyl-[1,2,4]triazolo[1,5-a]pyridin-6-yl}amino)-8,9-dihydro-7H-purin-8-one C[Si]1(C[C@H](CC1)N1C2=NC(=NC=C2N(C1=O)C)NC=1C(=CC=2N(C1)N=CN2)C)C